ethyl 5-(tert-butylthio)-2,2-dimethyl-4-oxopentanoate C(C)(C)(C)SCC(CC(C(=O)OCC)(C)C)=O